FC\C(=C/C(=O)OCC)\NCC1=CC=C(C=C1)OC ethyl (2E)-4-fluoro-3-[(4-methoxyphenyl)methyl]aminobut-2-enoate